FC=1C=C(C=CC1)N(C(=O)C1CN(CC1)C)CC1=NC=C(C=C1)C1=NOC(=N1)C(F)(F)F N-(3-fluorophenyl)-1-methyl-N-({5-[5-(trifluoromethyl)-1,2,4-oxadiazol-3-yl]pyridin-2-yl}methyl)pyrrolidine-3-carboxamide